BrC1=CC=CC2=C1N=C(S2)C 4-bromo-2-methylbenzo[d]thiazole